ClC=1C=CC(=NC1)C=1N=C2N(C=CC=C2)C1CN1C2CN(C(C1)CC2)C(=O)C2=NC(=CC=C2F)OC (5-{[2-(5-Chloropyridin-2-yl)imidazo[1,2-a]pyridin-3-yl]methyl}-2,5-diazabicyclo[2.2.2]oct-2-yl)(3-fluoro-6-methoxypyridin-2-yl)methanon